(S)-N-(2-fluoro-5-(1-((4-methyl-4H-1,2,4-triazol-3-yl)thio)ethyl)phenyl)quinoline-2-carboxamide FC1=C(C=C(C=C1)[C@H](C)SC1=NN=CN1C)NC(=O)C1=NC2=CC=CC=C2C=C1